The molecule is a tricyclic triterpenoid formed probably by cyclisation of (3S)-2,3-epoxy-2,3-dihydrosqualene to form an olean-13-yl cation with subsequent cleavage of the 8-14 and 9-10 bonds. It is a tricyclic triterpenoid and a member of octahydronaphthalenes. CC1=C([C@@H]2CC(CC[C@@]2(CC1)C)(C)C)CC/C=C(\\C)/CC[C@@H]3C(=C)CC[C@@H](C3(C)C)O